3''-chloro-4''-((pyridin-4-yl)methoxy)-3-(2-hydroxypropane-2-yl)-5',6''-dimethyl-2H,2''H-[1,2':4',1''-terpyridine] ClC=1CN(C(=CC1OCC1=CC=NC=C1)C)C1=CC(=NC=C1C)N1CC(=CC=C1)C(C)(C)O